C(CCC)C1(CS(C2=C(N(C1)C1=CC=CC=C1)C=C(C(=C2)O)SCC)(=O)=O)CC 3-butyl-3-ethyl-7-(ethylsulfanyl)-8-hydroxy-5-phenyl-2,3,4,5-tetrahydro-1,5-benzothiazepine 1,1-dioxide